N1(CCC1)CCCC1=NC=2C(=C3C(=NC2N)C=C(S3)C3=NNC=C3)N1C 2-(3-(azetidin-1-yl)propyl)-1-methyl-7-(1H-pyrazol-3-yl)-1H-imidazo[4,5-d]thieno[3,2-b]pyridin-4-amine